1,3'-biazetidine TFA salt OC(=O)C(F)(F)F.N1(CCC1)C1CNC1